(S)-2-(tert-Butoxy)-2-(4-(4-chlorophenyl)-2,3,6-trimethyl-1-((1-methyl-1H-pyrazol-4-yl)methyl)-1H-pyrrolo[2,3-b]pyridin-5-yl)-N-methoxyacetamide C(C)(C)(C)O[C@H](C(=O)NOC)C=1C(=C2C(=NC1C)N(C(=C2C)C)CC=2C=NN(C2)C)C2=CC=C(C=C2)Cl